3-(5-{4-[(5-chloro-3-fluoropyridin-2-yl)oxy]phenyl}-1,2,3,4-tetrazol-2-yl)azetidine-1-carboxylic acid tert-butyl ester C(C)(C)(C)OC(=O)N1CC(C1)N1N=C(N=N1)C1=CC=C(C=C1)OC1=NC=C(C=C1F)Cl